CC(CNS(=O)(=O)C1=CC=C(C=C1)C)(CC(CC)SC1=CC=CC=C1)C N-(2,2-dimethyl-4-(phenylthio)hexyl)-4-methylbenzenesulfonamide